C(C(=C)C)(=O)OCCCCCCCCCCCCCCCCCCCCCCCCOC(C=C)=O 24-(Acryloyloxy)-tetracosanyl methacrylat